adamantyl-p-hydroxystyrene C12(CC3CC(CC(C1)C3)C2)C=CC2=CC=C(C=C2)O